(S)-1-((S)-1-(2-benzylphenoxy)propan-2-yl)-2-methylpiperidine C(C1=CC=CC=C1)C1=C(OC[C@H](C)N2[C@H](CCCC2)C)C=CC=C1